BrC=1C(=NC(=NC1)Cl)OC1=C(C(=O)NC)C=CC=C1 2-((5-bromo-2-chloropyrimidin-4-yl)oxy)-N-methylbenzamide